piperazin-1-ium sulfate trihydrate O.O.O.S(=O)(=O)([O-])[O-].[NH2+]1CCNCC1.[NH2+]1CCNCC1